N-(6-chloro-1-(3-(3-hydroxyphenyl)prop-2-yn-1-yl)-3-methyl-2,4-dioxo-1,2,3,4-tetrahydropyrimidin-5-yl)-2-methylbutanamide ClC1=C(C(N(C(N1CC#CC1=CC(=CC=C1)O)=O)C)=O)NC(C(CC)C)=O